C(C1=CC=CC=C1)(=O)OC(CCC1=CC=CC=C1)CC(C(=O)OC)(C1=CC=CC=C1)C 6-methoxy-5-methyl-6-oxo-1,5-diphenylhexan-3-yl benzoate